C(C1=CC=CC=C1)(C1=CC=CC=C1)(C1=CC=CC=C1)[N@@]1C(C1)C(=O)N1C[C@H](CC1)C(=O)N[C@@H](C(C)C)C(=O)[O-] ((S)-1-((S)-1-tritylaziridine-2-carbonyl)pyrrolidine-3-carbonyl)-L-valinate